2,5-Bis(methylsulfonyl)-1,4-benzenediamine CS(=O)(=O)C1=C(C=C(C(=C1)N)S(=O)(=O)C)N